Cl.Cl.N[C@H](C)C1=CC=C2C(=N1)N(C(=C2)C2=NC1=C(N2C)C(=CC(=C1)C(=O)OCC)OC)CC1CC1 ethyl (R)-2-(6-(1-aminoethyl)-1-(cyclopropylmethyl)-1H-pyrrolo[2,3-b]pyridin-2-yl)-7-methoxy-1-methyl-1H-benzo[d]imidazole-5-carboxylate dihydrochloride